(1R,2S)-5'-methoxy-2-{3-[2-methoxy-5-(2-methyl-2H-tetrazol-5-yl)anilino]-1H-indazol-6-yl}spiro[cyclopropane-1,3'-indol]-2'(1'H)-one COC=1C=C2[C@]3(C(NC2=CC1)=O)[C@@H](C3)C3=CC=C1C(=NNC1=C3)NC3=C(C=CC(=C3)C=3N=NN(N3)C)OC